2-(4,4-difluorocyclohexyl)-4-(2-fluorophenyl)-N-(2-isopropylpyrimidin-5-yl)nicotinamide FC1(CCC(CC1)C1=C(C(=O)NC=2C=NC(=NC2)C(C)C)C(=CC=N1)C1=C(C=CC=C1)F)F